CCCCCCCCCCCCCCC(=O)O[C@H](COC(=O)CC/C=C\C/C=C\C/C=C\C/C=C\C/C=C\C/C=C\CC)COP(=O)(O)OC[C@@H](C(=O)O)N 1-(4Z,7Z,10Z,13Z,16Z,19Z-docosahexaenoyl)-2-pentadecanoyl-glycero-3-phosphoserine